C(C)(C)(C)OC(=O)N[C@H](C(=O)N[C@H](C(=O)OC)C[C@H]1C(NC(C1)(C)C)=O)CC1CC1 methyl (2S)-2-[[(2S)-2-(tert-butoxycarbonylamino)-3-cyclopropyl-propanoyl]amino]-3-[(3R)-5,5-dimethyl-2-oxo-pyrrolidin-3-yl]propanoate